(Z)-1-acetyl-3-((5-isopropyl-1-(3-t-butoxycarbonylpiperazinyl)propyl-imidazol-4-yl)methylene)piperazine-2,5-dione C(C)(=O)N1C(/C(/NC(C1)=O)=C/C=1N=C(NC1C(C)C)C(CC)N1CC(NCC1)C(=O)OC(C)(C)C)=O